5-methyl-6-oxo-5,6-dihydro-1,5-naphthyridine-2,7-dicarbonitrile CN1C=2C=CC(=NC2C=C(C1=O)C#N)C#N